FC(C=1C=NC(=NC1)N1CCC2(CCN(C2)CC(=O)N)CC1)(F)F 8-(5-(trifluoromethyl)pyrimidin-2-yl)-2,8-diazaspiro(4.5)decan-2-yl-acetamide